C[Si](C)(C)[N-][Si](C)(C)C.[K+] potassium di(trimethylsilyl)amide